C(C)(C)(C)OC(=O)N1CC2=CC(=CC=C2CC1)C(=O)O 2-(T-Butoxycarbonyl)-1,2,3,4-tetrahydroisoquinoline-7-carboxylic acid